C[N+](CCC)(C)C N,N,N-trimethyl-1-propanaminium